C1(=CC=CC=C1)P(OCC1=CC=CC=C1)C1=CC=CC=C1 benzyl (diphenylphosphinite)